glycyl-L-glutamate NCC(=O)N[C@@H](CCC(=O)[O-])C(=O)[O-]